4-chloro-5-ethyl-pyrrolo[3,2-d]pyrimidine ClC=1C2=C(N=CN1)C=CN2CC